FCC1(CC1)C1=NOC(=N1)C(=O)OCC ethyl 3-(1-(fluoromethyl)cyclopropyl)-1,2,4-oxadiazole-5-carboxylate